C(C)(C)(C)OC(=O)NCC=1C=C(C=CC1)N/C(/SCC=O)=N/C(OCC)=O (Z)-ethyl ((((3-(((tert-butoxycarbonyl) amino) methyl) phenyl) amino) ((2-oxoethyl) thio) methylene) carbamate)